N[C@H](C(=O)N[C@H](C(=O)OC(CCCCCCC\C=C/CCCCCCCC)CCCCCCCC\C=C/CCCCCCCC)CO)CCCNC(=N)N (9Z,27Z)-hexatriaconta-9,27-dien-18-yl (2S)-2-((S)-2-amino-5-guanidinopentanamido)-3-hydroxypropionate